5-(4-methyl-2H-1,2,3-triazol-2-yl)-2-{3-[(3S)-3-(propan-2-yl)piperazin-1-yl]-1,2,4-triazin-6-yl}phenol CC1=NN(N=C1)C=1C=CC(=C(C1)O)C1=CN=C(N=N1)N1C[C@@H](NCC1)C(C)C